(R)-3-chloro-N-(1-(3-(2-(trifluoromethyl)pyridin-4-yl)isoxazol-5-yl)ethyl)benzamide ClC=1C=C(C(=O)N[C@H](C)C2=CC(=NO2)C2=CC(=NC=C2)C(F)(F)F)C=CC1